FC=1C=C(C=CC1C1=NN2C(N=C(C=C2C2=NC=CC=C2)C(=O)N2[C@@H](C3=CC=CC=C3CC2)C)=C1)N1C[C@H](CC1)C(=O)OC Methyl (3S)-1-(3-fluoro-4-{5-[(1R)-1-methyl-1,2,3,4-tetrahydroisoquinoline-2-carbonyl]-7-(pyridin-2-yl)pyrazolo[1,5-a]pyrimidin-2-yl}phenyl)pyrrolidine-3-carboxylate